aminopropaneamide NC(C(=O)N)C